ClC1=NC=C(C(=C1)C1=C(C=NC(=C1)C)C(=O)NC=1SC(=NN1)OCC1OC(COC1)(C)C)OC 2'-chloro-N-(5-((6,6-dimethyl-1,4-dioxan-2-yl)methoxy)-1,3,4-thiadiazol-2-yl)-5'-methoxy-6-methyl-(4,4'-bipyridine)-3-carboxamide